FC=1C=C(C=CC1C#N)C1=CC=CC=C1 3-fluoro-[1,1'-biphenyl]-4-carbonitril